C(C)OC1=CC=C(C[C@H](N)C(=O)O)C=C1 L-O-ethyl-tyrosine